4-(adamantan-1-yl)aniline C12(CC3CC(CC(C1)C3)C2)C2=CC=C(N)C=C2